BrC=1C(=NC2=CC(=C(C=C2C1)F)I)N 3-Bromo-6-fluoro-7-iodoquinolin-2-amine